2-(9,9-dimethyl-7-naphthylfluorene-2-yl)-5-(4,4,5,5-tetramethyl-1,3,2-dioxaborolan-2-yl)pyridine CC1(C2=CC(=CC=C2C=2C=CC(=CC12)C1=NC=C(C=C1)B1OC(C(O1)(C)C)(C)C)C1=CC=CC2=CC=CC=C12)C